(Z)-1-(2-methoxy-4-(1-(4-(trifluoromethoxy)phenyl)-1H-1,2,4-triazol-3-yl)phenyl)-3-(3-(2-(1-methoxyethyl)-5-methylphenyl)-4-oxothiazolidin-2-ylidene)urea COC1=C(C=CC(=C1)C1=NN(C=N1)C1=CC=C(C=C1)OC(F)(F)F)NC(=O)\N=C\1/SCC(N1C1=C(C=CC(=C1)C)C(C)OC)=O